CC1=C(C=CC(=C1)OC(C)C1=CC=CC=C1)B(O)O (2-methyl-4-(1-phenylethoxy)phenyl)boronic acid